C1(CC1)NC(=O)C1=C(C=C(C=C1OC)C1=CN=C2N1C=CC(=C2)C2CN(C2)C(=O)OC(C)(C)C)OC(F)F tert-butyl 3-[3-[4-(cyclopropyl-carbamoyl)-3-(difluoromethoxy)-5-methoxy-phenyl]imidazo[1,2-a]pyridin-7-yl]azetidine-1-carboxylate